P(=O)(OBr)(OBr)OC1=C2C=CNC2=CC=C1 Dibromo 1H-indol-4-yl phosphate